COC1=NC=CC(=C1C1=CC=2C(=CN=C(C2)NC(=O)C2CC2)N1C)C N-[2-(2-methoxy-4-methylpyridin-3-yl)-1-methylpyrrolo[2,3-c]pyridin-5-yl]cyclopropane-1-carboxamide